Phenyl-(S)-6-methyl-3-phenyl-3,4-dihydropyridine-1(2H)-carboxylate C1(=CC=CC=C1)OC(=O)N1C[C@@H](CC=C1C)C1=CC=CC=C1